ClC=1C(=CC2=C(C[C@@](O2)([C@H]2NCCC2)C2=CC=CC=C2)C1C1=C(C2=CN(N=C2C=C1C(=O)N)CCOC)F)F (S)-5-((S)-5-Chloro-6-fluoro-2-phenyl-2-((S)-pyrrolidin-2-yl)-2,3-dihydrobenzofuran-4-yl)-4-fluoro-2-(2-methoxyethyl)-2H-indazole-6-carboxamide